3,3,5-TRIMETHYLCYCLOHEXAN-1-ONE CC1(CC(CC(C1)C)=O)C